ClC=1C=C(N=NC1O)C(=O)O 5-chloro-6-hydroxypyridazine-3-carboxylic acid